(9-[1,1'-Biphenyl]-3-yl-9H-carbazol-4-yl)boronic acid C1(=CC(=CC=C1)N1C2=CC=CC=C2C=2C(=CC=CC12)B(O)O)C1=CC=CC=C1